monobutyl-tin tri(2-ethylhexanoate) C(C)C(C(=O)[O-])CCCC.C(C)C(C(=O)[O-])CCCC.C(C)C(C(=O)[O-])CCCC.C(CCC)[Sn+3]